4,4-dimethyl-pentenol CC(CC=CO)(C)C